(S)-[8-[2-(trifluoromethyl)-4-pyridyl]chroman-4-yl]methanamine FC(C1=NC=CC(=C1)C=1C=CC=C2[C@H](CCOC12)CN)(F)F